CN(C(C1=CC=CC=C1)C(=O)O)C N,N-dimethyl-phenylglycine